3,4,9,10-perylenetetracarboxylic diamide C1=CC(=C2C(=CC=C3C4=CC=C(C=5C(=CC=C(C1=C23)C45)C(=O)O)C(=O)O)C(=O)N)C(=O)N